potassium-boron-copper [Cu].[B].[K]